NC1=CC=C(C=N1)C=1NC(C2=C(N1)C(=NO2)C2CCCC2)=O 5-(6-aminopyridin-3-yl)-3-cyclopentylisoxazolo[4,5-d]pyrimidin-7(6H)-one